CC1=CC=CC1.[Mn] manganese methylcyclopentadiene